(5-(2-amino-5-methylthiazol-4-yl)indolin-1-yl)(o-tolyl)methanone NC=1SC(=C(N1)C=1C=C2CCN(C2=CC1)C(=O)C1=C(C=CC=C1)C)C